FC(COCCOCCOS(=O)(=O)C1=CC=C(C=C1)C)(OC=1C=C2C(=NN(C2=CC1)C1OCCCC1)C=1C=NNC1)F 2-[2-[2,2-difluoro-2-[3-(1H-pyrazol-4-yl)-1-tetrahydropyran-2-yl-indazol-5-yl]oxy-ethoxy]ethoxy]ethyl-4-methylbenzenesulfonate